ClC1=NC(=NC(=N1)C1=CC=CC=C1)C1=CC=CC=2C3=CC=CC=C3NC12 (4-chloro-6-phenyl-1,3,5-triazin-2-yl)-9H-carbazole